(5'S)-3-oxo-3,4-dihydrospiro[benzo[b][1,4]oxazine-2,3'-pyrrolidine]-5'-carboxamide O=C1NC2=C(OC13CN[C@@H](C3)C(=O)N)C=CC=C2